FC1(CN(CC1)C1=CN=CC(=N1)/C(=C/C1=CC=C(C(=C1N1CC2(CCC1)CCN(CC2)CC)C(F)(F)F)OC2=C(C=CC=C2)F)/F)F (Z)-2-(6-(2-(6-(3,3-Difluoropyrrolidin-1-yl)pyrazin-2-yl)-2-fluorovinyl)-3-(2-fluorophenoxy)-2-(trifluoromethyl)phenyl)-9-ethyl-2,9-diazaspiro[5.5]undecane